1-ethenyl-4-iodopyrazole C(=C)N1N=CC(=C1)I